gadolinium-nickel-tungsten [W].[Ni].[Gd]